C1(=CC=CC=C1)\C=C/C1=CC=CC=C1 (Z)-stilbene